5-(4-fluorophenyl)-1-(2-hydroxyethyl)-4-oxopyridine-3-carboxamide FC1=CC=C(C=C1)C=1C(C(=CN(C1)CCO)C(=O)N)=O